OC1C=NC=C(C1=O)O 3,5-dihydroxypyridin-4-one